CC(C)(C)[C]1[CH][CH][CH][CH]1.CC(C)(C)[C]1[CH][CH][CH][CH]1.Cl[Zr]Cl bis(t-butylcyclopentadienyl)zirconium dichloride